C(C)C1=NSC(=N1)C=1C=CC(=C(N)C1)C 5-(3-ethyl-1,2,4-thiadiazol-5-yl)-2-methylaniline